N1=CC=NC2=CC=CC=C12.C1(=CC=CC=2C3=CC=CC=C3CC12)C1=CC=CC=2C=CC=3C=4C=CC=CC4NC3C21 fluorenyl-benzocarbazole compound with quinoxaline